3,5-Diamino-2,6-di-methoxypyridin NC=1C(=NC(=C(C1)N)OC)OC